1-(1'-hydroxy-3'-(methylthio)propoxy)-3-(methylthio)propan-1-ol bicyclo(2.2.1)hept-5-ene-2,3-dicarboxylate C12C(C(C(C=C1)C2)C(=O)O)C(=O)O.OC(CCSC)OC(CCSC)O